tert-Octyliminotris(dimethylamino)phosphorane C(C)(C)(CC(C)(C)C)N=P(N(C)C)(N(C)C)N(C)C